C(C)OC(=O)C1=C(N(CN1CC1=CC=C(C=C1)OC)C)[N+](=O)[O-] 1-(4-methoxybenzyl)-3-methyl-4-nitro-1H-imidazole-5-carboxylic acid ethyl ester